r-1,2-epoxy-3-methoxypropane COC[C@H]1CO1